(S)-N-(1-cyanopyrrolidin-3-yl)-N-methyl-1-phenylmethanesulfonamide C(#N)N1C[C@H](CC1)N(S(=O)(=O)CC1=CC=CC=C1)C